(2R,3S,4R)-3,4-bis(benzyloxy)-2-((benzyloxy)methyl)-3,4-dihydro-2H-pyran C(C1=CC=CC=C1)O[C@@H]1[C@H](OC=C[C@H]1OCC1=CC=CC=C1)COCC1=CC=CC=C1